5-{2-[(methylsulfamoyl)carbamoyl]ethyl}pyridine-2-carboxamide CNS(=O)(=O)NC(=O)CCC=1C=CC(=NC1)C(=O)N